O=C1COC2(CCCN(C2)C(=O)OC(C)(C)C)CCN1 tert-butyl {9-oxo-7-oxa-2,10-diazaspiro[5.6]dodecan-2-yl}formate